5-(3-isopropyl-2-oxoimidazolidin-1-yl)-7-methylpyrazolo[1,5-a]Pyrimidine-3-carboxylic acid C(C)(C)N1C(N(CC1)C1=NC=2N(C(=C1)C)N=CC2C(=O)O)=O